O=C1N(C(C=C1)=O)CC1CCC(CC1)C(=O)O 4-((2,5-dioxo-2,5-dihydro-1H-pyrrol-1-yl)methyl)cyclohexane-1-carboxylic acid